CC1OC2=C(C1)C=C(C=C2)O 2-methyl-2,3-dihydrobenzofuran-5-ol